C(CC#N)/C=C/C#N 1,4-Dicyanobutene